6-Chloro-3-[(1R)-1-[2-(5,6-dihydro-4H-pyrrolo[2,1-e]pyrazol-3-yl)-3,6-dimethyl-4-oxo-chromen-8-yl]ethoxy]pyridine-2-carbonitrile ClC1=CC=C(C(=N1)C#N)O[C@H](C)C=1C=C(C=C2C(C(=C(OC12)C=1C=NN2C1CCC2)C)=O)C